[NH4+].[Na+] sodium (ammonium)